OC1OC2=CC=CC(=C2C(C1)=O)C hydroxy-5-methyldihydrochromone